(1S,2S,4R)-methyl 7-benzoyl-2-vinyl-7-azabicyclo[2.2.1]heptane-1-carboxylate C(C1=CC=CC=C1)(=O)N1[C@@]2([C@@H](C[C@H]1CC2)C=C)C(=O)OC